FC(S(=O)(=O)O)(F)F.[Ag+] silver (I) trifluoromethanesulfonic acid